[Li+].NC1=NN2C(C=C(C=C2)C=2C(=NC(=C(C(=O)[O-])C2)C)C)=N1 5-(2-amino-[1,2,4]triazolo[1,5-a]pyridin-7-yl)-2,6-dimethylnicotinic acid lithium salt